3-(benzylthio)phenanthro[9,10-e][1,2,4]triazine C(C1=CC=CC=C1)SC=1N=NC2=C(N1)C=1C=CC=CC1C=1C=CC=CC12